C1(=CC=CC=C1)C1=NNC(=C1C(F)(F)F)C1=CC=C(C=C1)Br 3-phenyl-5-(p-bromophenyl)-4-(trifluoromethyl)-1H-pyrazole